Cl.N1C[C@H](CC1)[C@@H](C(=O)O)CC1=CC(=CC=C1)C=1C=NC(=CC1)C(F)(F)F (2S)-2-[(3R)-Pyrrolidin-3-yl]-3-{3-[6-(trifluoromethyl)pyridin-3-yl]phenyl}propanoic acid hydrochloride